fluorotriacontane FCCCCCCCCCCCCCCCCCCCCCCCCCCCCCC